BrC1=CC=C(C=C1)[C@H]1[C@H](N2[C@H]1CN(C[C@@H]1[C@H](C2)OCCO1)C(=O)NC1=CC=C(C=C1)OC)CN(C)C (4aR,7aR,8S,9S,11aS)-8-(4-bromophenyl)-9-((dimethylamino)methyl)-N-(4-methoxyphenyl)octahydro-2H-azeto[1,2-a][1,4]dioxino[2,3-f][1,4]diazocine-6(3H)-carboxamide